(3R)-1-(6-{[5-(Oxan-4-yl)-6-[(pyrrolidin-1-yl)methyl]pyridin-2-yl]amino}-[1,3]thiazolo[5,4-c]pyridin-2-yl)pyrrolidin-3-ol O1CCC(CC1)C=1C=CC(=NC1CN1CCCC1)NC1=CC2=C(C=N1)SC(=N2)N2C[C@@H](CC2)O